naphthobenzofuran C1=COC=2C1=CC=C1C2C=CC2=CC=CC=C21